5-Bromo-1-cyclopropyl-3-methyl-1H-pyridin-2-one BrC=1C=C(C(N(C1)C1CC1)=O)C